(thiophen-2-ylmethyl)-2-octenediamide S1C(=CC=C1)CC(C(=O)N)=CCCCCC(=O)N